C(C)OC(=O)C1=C(N=C(N1N)[C@H]1N(CCC1)C(=O)OC(C)(C)C)C1=CC=C(C=C1)C(NC1=NC=CC=C1)=O (S)-1-amino-2-(1-(tert-butoxycarbonyl)pyrrolidin-2-yl)-4-(4-(pyridin-2-ylcarbamoyl)phenyl)-1H-imidazole-5-carboxylic acid ethyl ester